cis-5-Fluoro-N-[1-(2-methoxypyridin-4-yl)cyclopropyl]-2H-spiro[1-benzofuran-3,1'-cyclopropane]-2'-carboxamide FC=1C=CC2=C(C1)C1(C(C1)C(=O)NC1(CC1)C1=CC(=NC=C1)OC)CO2